(2-((2R,3S,4S,5S,6R)-6-(4-ethynylphenoxy)-3,4,5-trihydroxytetrahydro-2H-pyran-2-yl)ethyl)phosphonic acid C(#C)C1=CC=C(O[C@@H]2[C@H]([C@H]([C@@H]([C@H](O2)CCP(O)(O)=O)O)O)O)C=C1